tert-Butyl N-[3-([3-[5-chloro-2-(difluoromethoxy)phenyl]-1H-pyrazol-4-yl]carbamoyl)pyrazolo[1,5-a]pyrimidin-2-yl]carbamate ClC=1C=CC(=C(C1)C1=NNC=C1NC(=O)C=1C(=NN2C1N=CC=C2)NC(OC(C)(C)C)=O)OC(F)F